Methyl (E)-4-(benzylamino)-4-oxobut-2-enoate C(C1=CC=CC=C1)NC(/C=C/C(=O)OC)=O